n-triacontyl tetracosanoate C(CCCCCCCCCCCCCCCCCCCCCCC)(=O)OCCCCCCCCCCCCCCCCCCCCCCCCCCCCCC